[Si](C)(C)(C(C)(C)C)OCC1=C(C=C(C=C1)C(CC1CC1)N(C=1SC(=C(N1)C1=C(C=C(C(=C1)C)OC)Cl)C)CC#C)F N-(1-(4-(((tert-butyldimethylsilyl)oxy)methyl)-3-fluorophenyl)-2-cyclopropylethyl)-4-(2-chloro-4-methoxy-5-methylphenyl)-5-methyl-N-(prop-2-yn-1-yl)thiazol-2-amine